(R)-1-(4-benzyl-8-fluoro-2-methyl-3-oxo-6-(trifluoromethyl)-3,4-dihydro-2H-benzo[b][1,4]oxazin-7-yl)-3-(tert-butyl)urea C(C1=CC=CC=C1)N1C2=C(O[C@@H](C1=O)C)C(=C(C(=C2)C(F)(F)F)NC(=O)NC(C)(C)C)F